4-chloro-2-(3-fluoro-1-((2-(trimethylsilyl)ethoxy)methyl)-1H-pyrazol-4-yl)-1-tosyl-1H-pyrrolo[2,3-b]pyridine ClC1=C2C(=NC=C1)N(C(=C2)C=2C(=NN(C2)COCC[Si](C)(C)C)F)S(=O)(=O)C2=CC=C(C)C=C2